3-(10-(benzyloxy)-2-methyl-4-oxo-5,6-dihydro-2H-2,6-methanobenzo[g][1,3,5]oxadiazocin-3(4H)-yl)-N-(2-phenoxyethyl)benzamide C(C1=CC=CC=C1)OC1=CC=CC=2C3NC(N(C(OC21)(C3)C)C=3C=C(C(=O)NCCOC2=CC=CC=C2)C=CC3)=O